1-butyl-3-methylimidazolium 3-mercaptopropionate SCCC(=O)[O-].C(CCC)N1C=[N+](C=C1)C